trans-4-((2-(4-cyanophenyl)-4-phenylpiperidin-1-yl)methyl)-5-methoxy-7-methyl-1H-indole-1-carboxylic acid tert-butyl ester C(C)(C)(C)OC(=O)N1C=CC2=C(C(=CC(=C12)C)OC)CN1[C@H](C[C@@H](CC1)C1=CC=CC=C1)C1=CC=C(C=C1)C#N